tert-Butyl N-[6-hydroxy-13-oxo-6,15-bis(trifluoromethyl)-19-oxa-3,4,18-triazatricyclo[12.3.1.12,5]nonadeca-1(17),2,4,14(18),15-pentaen-17-yl]carbamate OC1(C2=NN=C(C3=C(C=C(C(C(CCCCCC1)=O)=N3)C(F)(F)F)NC(OC(C)(C)C)=O)O2)C(F)(F)F